(E)-octadec-2-en-1-ol C(\C=C\CCCCCCCCCCCCCCC)O